N-(4-(4-amino-2-ethyl-1H-imidazo[4,5-c]quinolin-1-yl)butyl)-4-(dimethylamino)-3,5-difluorobenzamide NC1=NC=2C=CC=CC2C2=C1N=C(N2CCCCNC(C2=CC(=C(C(=C2)F)N(C)C)F)=O)CC